7,7-dimethyl-3-azabicyclo[2.2.1]hept-5-en-2-one CC1(C2C(NC1C=C2)=O)C